C(C)N(C(C1=C(C(=C(C(=C1F)F)F)F)F)=O)CC N,N-diethyl-pentafluorobenzamide